3-hydroxy-N,3-dimethyl-N-neopentylbutanamide OC(CC(=O)N(CC(C)(C)C)C)(C)C